FC(C(=O)O)(F)F.N[C@H](C(=O)NCCNC(C1=C(C=C(C=C1)NC=1C=2N(C=CN1)C(=CN2)C2=C(C(=C(C=C2)OC)F)F)CC)=O)CCCNC(=N)N N-[2-[[(2S)-2-amino-5-guanidino-pentanoyl]amino]ethyl]-4-[[3-(2,3-difluoro-4-methoxyphenyl)imidazo[1,2-a]pyrazin-8-yl]amino]-2-ethyl-benzamide trifluoroacetate